(R)-N4-(1-(3-(difluoromethyl)-2-fluorophenyl)ethyl)-N7-(2-(dimethylamino)ethyl)-6-methoxy-N7,2-Dimethylquinazoline-4,7-diamine FC(C=1C(=C(C=CC1)[C@@H](C)NC1=NC(=NC2=CC(=C(C=C12)OC)N(C)CCN(C)C)C)F)F